CN(C(C1=C(C(=CC=C1)N1CC(C1)OC1=CC=C(C=C1)COC=1C=NC=CC1)N1C=CC=C1)=O)C N,N-dimethyl-3-(3-(4-((pyridin-3-yloxy)methyl)phenoxy)azetidin-1-yl)-2-(1H-pyrrol-1-yl)benzamide